benzyl (S)-1-(3-cyano-2-hydroxypropyl)-1H-pyrrole-2-carboxylate C(#N)C[C@@H](CN1C(=CC=C1)C(=O)OCC1=CC=CC=C1)O